CC(CC(=O)OCCCCCCN(CCCCCCOC(CC(CCCC(C)C)C)=O)CCCN)CCCC(C)C [3-aminopropyl-[6-(3,7-dimethyloctanoyloxy)hexyl]amino]hexyl 3,7-dimethyloctanoate